(S)-(-)-1-(4-methylphenyl)ethylamine CC1=CC=C(C=C1)[C@H](C)N